ClC1=NC=CC(=N1)NC1=C(C=C(C=C1)OC)[N+](=O)[O-] 2-chloro-N-(4-methoxy-2-nitrophenyl)pyrimidine-4-amine